CC1=CC(=NN1C1=NC(=CC=C1[C@@H]1OC[C@@H](C1)C#N)N1C=NC2=C1C=CC(=C2)NC=2N=NC(=CC2)C)C#N |r| 5-methyl-1-[6-[5-[(6-methylpyridazin-3-yl)amino]benzimidazol-1-yl]-3-[rac-(2R,4S)-4-cyanooxolan-2-yl]pyridin-2-yl]pyrazole-3-carbonitrile